C(C)O[C@@H]1CC[C@H](CC1)NC1=NN2C(C(=N1)OC)=C(C=C2)C=2C=NC=1N(C2)C=CN1 N-(trans-4-ethoxycyclohexyl)-5-(imidazo[1,2-a]pyrimidin-6-yl)-4-methoxypyrrolo[2,1-f][1,2,4]triazin-2-amine